(R)-4-(7-(4-Chloro-3-(trifluoromethyl)benzoyl)-6-methyl-4-oxo-2-thioxo-1,2,5,6,7,8-hexahydropyrido[3,4-d]pyrimidin-3(4H)-yl)-N-methylbutanamide ClC1=C(C=C(C(=O)N2CC=3NC(N(C(C3C[C@H]2C)=O)CCCC(=O)NC)=S)C=C1)C(F)(F)F